ethyl 5-(3-fluorobenzyl)-4H-1,2,4-triazole-3-carboxylate FC=1C=C(CC=2NC(=NN2)C(=O)OCC)C=CC1